CN(S(=O)(=O)C)N1C(CN(CC1)C1=NC=CC=C1NC(C)C)C(=O)C=1NC2=CC=CC=C2C1 [N-(methyl)methyl-sulfonylamino]-2-indolylcarbonyl-4-(3-(isopropylamino)-2-pyridinyl)piperazine